3-(4-(Difluoromethyl)-3-fluorophenyl)-1-(2-methoxypyrimidin-5-yl)-1-((5-(trifluoromethyl)-1H-pyrazol-3-yl)methyl)urea FC(C1=C(C=C(C=C1)NC(N(CC1=NNC(=C1)C(F)(F)F)C=1C=NC(=NC1)OC)=O)F)F